(4aS,9bR)-ethyl 6-bromo-3,4,4a,5-tetrahydro-1H-pyrido[4,3-b]indole-2(9bH)-carboxylate BrC1=CC=CC=2[C@H]3[C@@H](NC12)CCN(C3)C(=O)OCC